FC(C=1C=C2C(=CC1)NC(C21CCN(CC1)CCOC=1C=NC=2N(C(C=C(C2C1)C(F)F)=O)C1CC(C1)(C)O)=O)F 5-(difluoromethyl)-1'-(2-{[5-(difluoromethyl)-7-oxo-8-[(cis)-3-hydroxy-3-methylcyclobutyl]-7,8-dihydro-1,8-naphthyridin-3-yl]oxy}ethyl)-1,2-dihydrospiro[indole-3,4'-piperidin]-2-one